C(CCCCCC)SC(=O)N(C(CCCCCCCCC(=O)OCC(CCCCCC)CCCC)CCCCCCCCC(=O)OCC(CCCCCC)CCCC)CC1CN(CCC1)C bis(2-butyloctyl) 10-[heptylsulfanylcarbonyl-[(1-methyl-3-piperidyl)methyl]amino]nonadecanedioate